hexanediamine adipate salt C(CCCCC(=O)O)(=O)O.C(CCCCC)(N)N